N1C=C(C2=CC=CC=C12)CCNC(C=C)=O N-[2-(1H-indol-3-yl)ethyl]acrylamide